Methyl (S)-2-((tert-butoxycarbonyl)amino)-3-(1-(4-methoxybenzyl)-4,6-dimethyl-2-oxo-1,2-dihydroquinolin-3-yl)propanoate C(C)(C)(C)OC(=O)N[C@H](C(=O)OC)CC=1C(N(C2=CC=C(C=C2C1C)C)CC1=CC=C(C=C1)OC)=O